(S)-2-(fluoromethyl)-4-((1S,3S)-3-(1-isopropyl-3-(6-(trifluoromethyl)pyridin-3-yl)-1H-1,2,4-triazol-5-yl)cyclopentyl)morpholine FC[C@@H]1CN(CCO1)[C@@H]1C[C@H](CC1)C1=NC(=NN1C(C)C)C=1C=NC(=CC1)C(F)(F)F